FC1=CC(=C(C=C1C(F)(F)F)NS(=O)(=O)C=1C=C(C(=O)OC)C=CC1OC)N1C=CC=C1 Methyl 3-(N-(4-fluoro-2-(pyrrol-1-yl)-5-(trifluoromethyl)phenyl)sulfamoyl)-4-methoxybenzoate